C1(CCCCC1)C1=C(C=CC=C1)[S+](C1=C(C=CC=C1)C1CCCCC1)C1=C(C=CC=C1)C1CCCCC1 tris(cyclohexylphenyl)sulfonium